benzyl (S)-4-(5-(6-bromo-1-(3-((tert-butyldimethylsilyl)oxy)-2,2-dimethylpropyl)-3-ethyl-1H-indol-2-yl)-6-(1-methoxyethyl)pyridin-3-yl)piperazine-1-carboxylate BrC1=CC=C2C(=C(N(C2=C1)CC(CO[Si](C)(C)C(C)(C)C)(C)C)C=1C=C(C=NC1[C@H](C)OC)N1CCN(CC1)C(=O)OCC1=CC=CC=C1)CC